(1S,3S,5S)-N-((R)-1-(4-carbamimidoylthiophen-2-yl)ethyl)-5-methyl-2-((4-phenoxy-butanoyl)glycyl)-2-azabicyclo[3.1.0]hexane-3-carboxamide C(N)(=N)C=1C=C(SC1)[C@@H](C)NC(=O)[C@H]1N([C@H]2C[C@]2(C1)C)C(CNC(CCCOC1=CC=CC=C1)=O)=O